[Cl-].[Cl-].C(CCC)C(CCCC)=[Zr+2](C1=C(C=CC=2C3=CC(=C(C=C3CC12)C)C)CC(C(C)C)C)C1C=CC=C1 di-n-butylmethylene(cyclopentadienyl)(2,7-dimethyl-3,6-dimethyl-butylfluorenyl)zirconium dichloride